(2-(2-(4-(2-METHOXYETHOXY)-3-(PYRIDAZINE-4-CARBOXAMIDO)PHENYL)THIAZOL-4-YL)ACETYL)GLYCINE COCCOC1=C(C=C(C=C1)C=1SC=C(N1)CC(=O)NCC(=O)O)NC(=O)C1=CN=NC=C1